2-hydroxy-1H-indole-6-carboxamide OC=1NC2=CC(=CC=C2C1)C(=O)N